C1(=CC=CC=C1)C(N1N=CC(=C1)CN1C(=CC2=CC=CC=C12)C#N)(C1=CC=CC=C1)C1=CC=CC=C1 1-{[1-(triphenylmethyl)-1H-pyrazol-4-yl]methyl}-1H-indole-2-carbonitrile